C(C)(C)(C)OC(=O)N[C@H](C(=O)N1C[C@H](C[C@H]1C(N[C@@H]1CCCC2=CC=CC=C12)=O)NC(OCC1C2=CC=CC=C2C=2C=CC=CC12)=O)C1CCCCC1 9H-fluoren-9-ylmethyl N-[(3S,5S)-1-[(2S)-2-(tert-butoxycarbonylamino)-2-cyclohexyl-acetyl]-5-[[(1R)-tetralin-1-yl]carbamoyl]pyrrolidin-3-yl]carbamate